2-methyl-2-ethyl-acetoacetic acid CC(C(=O)O)(C(=O)C)CC